3-(5-benzylpyrimidin-2-yl)propanal C(C1=CC=CC=C1)C=1C=NC(=NC1)CCC=O